NC=1C2=C(N=CN1)N(C(=C2C2=NC=C(C=N2)C(F)(F)F)C2=CCC1(CCN(CC1)C(=O)OC(C)(C)C)CC2)C tert-butyl 9-(4-amino-7-methyl-5-(5-(trifluoromethyl)pyrimidin-2-yl)-7H-pyrrolo[2,3-d]pyrimidin-6-yl)-3-azaspiro[5.5]undec-8-ene-3-carboxylate